ClC1=C(C(=NC(=N1)C)N1CC=2C=C(C=NC2CC1)C1=C(N=C(S1)C)C)C 5-[6-(6-chloro-2,5-dimethyl-pyrimidin-4-yl)-7,8-dihydro-5H-1,6-naphthyridin-3-yl]-2,4-dimethyl-thiazole